O[C@@]1(C(N(CC1)C)=O)C=1N=NN(C1)C=1C=C(C=CC1)C1=CC=CC(=N1)C(=O)N (R)-6-(3-(4-(3-hydroxy-1-methyl-2-oxopyrrolidin-3-yl)-1H-1,2,3-triazol-1-yl)phenyl)picolinamide